S1N=CC(=C1)CN1CC(CC1)CNC(=O)C1CCN(CC1)C1=NC(=NO1)C1=CC=C(C=C1)OC N-((1-(Isothiazol-4-ylmethyl)pyrrolidin-3-yl)methyl)-1-(3-(4-Methoxyphenyl)-1,2,4-oxadiazol-5-yl)piperidin-4-carboxamid